fluoro-N-(3-fluoro-5-((1-(trifluoromethyl)cyclopropyl)ethynyl)phenyl)-N-(2,2,2-trifluoroethyl)-[1,2,4]triazolo[4,3-a]quinazolin-5-amine FC1=NN=C2N1C1=CC=CC=C1C(=N2)N(CC(F)(F)F)C2=CC(=CC(=C2)C#CC2(CC2)C(F)(F)F)F